O=C(CC(=O)OC)C1=CC=CC=C1 methyl 3-oxo-3-phenylpropanoate